CC1=CN=C(S1)C=1C=C(C=C2C(=CC=NC12)N1CCCC1)C(=O)N[C@H](C)C=1C=NC(=NC1)C(F)(F)F (R)-8-(5-methylthiazol-2-yl)-4-(pyrrolidin-1-yl)-N-(1-(2-(trifluoromethyl)pyrimidin-5-yl)ethyl)quinoline-6-carboxamide